methyl 6-bromo-1-(cyclopropylmethyl)-1H-indole-2-carboxylate BrC1=CC=C2C=C(N(C2=C1)CC1CC1)C(=O)OC